O=C1C2=CC=CC=C2SC=2C(=CC=CC12)C(=O)SC1=CC=C(C(=O)OC)C=C1 Methyl 4-((9-oxo-9H-thioxanthene-4-carbonyl)thio)benzoate